C1=CC=C(C=C1)C2=CC=C(C=C2)C3=CC=C(C=C3)[N+](=O)[O-] 4-nitro-p-terphenyl